CC(C(=O)O)=C(C)C 2,3-dimethyl-2-butenoic acid